4-(8-{2-[ethyl(isopropyl)carbamoyl]-4-fluorophenyl}imidazo[1,5-a]pyridin-6-yl)-piperazine-1-carboxylic acid tert-butyl ester C(C)(C)(C)OC(=O)N1CCN(CC1)C=1C=C(C=2N(C1)C=NC2)C2=C(C=C(C=C2)F)C(N(C(C)C)CC)=O